2,2'-difluoro-4,4'-(9H-fluoren-9-ylidene)bisphenol FC1=C(C=CC(=C1)C1(C2=CC=CC=C2C=2C=CC=CC12)C1=CC(=C(C=C1)O)F)O